N2-(3,4-difluorobenzyl)-N3-cyclohexylquinoxaline-2,3-diamine FC=1C=C(CNC2=NC3=CC=CC=C3N=C2NC2CCCCC2)C=CC1F